methyl (S)-1,6-dimethyl-3,4-dihydroisoquinoline-3-carboxylate CC1=N[C@@H](CC2=CC(=CC=C12)C)C(=O)OC